FC([C@H]1[C@](C1)(C)C(=O)N1CCC2(CO2)CC1)F |r| rac-((1R,2R)-2-(Difluoromethyl)-1-methylcyclopropyl)(1-oxa-6-azaspiro[2.5]octan-6-yl)methanone